CN(CCCN(CC(=O)[C@H]1CC[C@]2(C3=CC([C@@H]4C[C@H]([C@H](C[C@@]4(C3CC[C@]12C)C)O)O)=O)O)C)C (2S,3R,5R,10R,13R,14S,17S)-17-[2-[3-dimethylaminopropyl-(methyl)amino]acetyl]-2,3,14-trihydroxy-10,13-dimethyl-2,3,4,5,9,11,12,15,16,17-decahydro-1H-cyclopenta[a]phenanthren-6-one